Tetramethyl-p-hydroxybenzoic acid CC1=C(C(=C(C(=C1C(=O)O)C)C)O)C